COC(=O)C=1C=CC2=C(N(C(=N2)CC2=C(C=C(C(=C2)F)Br)F)C[C@H]2OCC2)C1 methyl-2-[(4-bromo-2,5-difluorophenyl) methyl]-1-{[(2S)-oxetan-2-yl] methyl}-1H-1,3-benzodiazole-6-carboxylate